triazatridecane-13-carboxylic acid tert-butyl ester C(C)(C)(C)OC(=O)CCCCCCCCCCNNN